methyl (S)-2-((2-(6-((4-cyano-2-fluorobenzyl)oxy)pyridin-2-yl)-2,6-dihydropyrrolo[3,4-c]pyrazol-5(4H)-yl)methyl)-1-(oxetan-2-ylmethyl)-1H-benzo[d]imidazole-6-carboxylate C(#N)C1=CC(=C(COC2=CC=CC(=N2)N2N=C3C(=C2)CN(C3)CC3=NC2=C(N3C[C@H]3OCC3)C=C(C=C2)C(=O)OC)C=C1)F